benzyl (S)-2-(3-((tert-butyldimethylsilyl)oxy)-2-oxopropoxy)-3-methylbutanoate [Si](C)(C)(C(C)(C)C)OCC(CO[C@H](C(=O)OCC1=CC=CC=C1)C(C)C)=O